2-[(1S,4S)-5-(4-Methyl-6-{[2-(1-methyl-1H-pyrazol-4-yl)-[1,3]thiazolo[5,4-c]pyridin-6-yl]amino}pyrimidin-2-yl)-2,5-diazabicyclo[2.2.1]heptan-2-yl]ethan-1-ol CC1=NC(=NC(=C1)NC1=CC2=C(C=N1)SC(=N2)C=2C=NN(C2)C)N2[C@@H]1CN([C@H](C2)C1)CCO